OC1=CC=C(C=C1)SC=1N([C@H]2[C@H](OC)[C@H](O)[C@@H](CO)O2)C=2N=CN=C(C2N1)N 8-(4-hydroxy-phenylthio)-2'-O-methyladenosine